1-(4-Aminocyclohexyl)-3-(difluoromethyl)pyrazol-4-amine NC1CCC(CC1)N1N=C(C(=C1)N)C(F)F